FC1=CC(=CC2=CN(N=C12)C)C1=CC=2SC(=CC2S1)C=1CCN(CC1)C(=O)OC(C)(C)C tert-butyl 4-[5-(7-fluoro-2-methylindazol-5-yl)thieno[3,2-b]thiophen-2-yl]-3,6-dihydro-2H-pyridine-1-carboxylate